iodine difluoromethyl-phenylsulfone FC(F)S(=O)(=O)C1=CC=CC=C1.[I]